C1CCC(C1)O The molecule is the simplest member of the class of cyclopentanols bearing a single hydroxy substituent. The parent of the class of cyclopentanols.